O[C@@H](CN[S@](=O)(=N[C@H](C)C1=CC=C(C=C1)OC)C1=CC=C(C=C1)OC1=CC=NC2=C(N=CC=C12)OC)C (R)-N-((R)-2-hydroxypropyl)-4-((8-methoxy-1,7-naphthyridin-4-yl)oxy)-N'-((R)-1-(4-methoxyphenyl)ethyl)benzenesulfonimidamide